C(C)(C)C1=C(N(C=2C1=NC(=C(C2)C)C(=O)OC)C(=O)OC(C)(C)C)C=2C=C(C=1N(C2)N=CN1)OC 1-tert-butyl 5-methyl 3-isopropyl-2-(8-methoxy-[1,2,4]triazolo[1,5-a]pyridin-6-yl)-6-methyl-1H-pyrrolo[3,2-b]pyridine-1,5-dicarboxylate